C12C3OCOC3C(CC1)C2 3,5-dioxatricyclo[5.2.1.02,6]decane